N-(3''-fluoro-4''-(((2-hydroxyethyl)amino)methyl)-5''-methoxy-2,2'-dimethyl-[1,1':3',1''-terphenyl]-3-yl)-4-hydroxy-4,5,6,7-tetrahydropyrazolo[1,5-a]pyridine-2-carboxamide FC=1C=C(C=C(C1CNCCO)OC)C=1C(=C(C=CC1)C1=C(C(=CC=C1)NC(=O)C1=NN2C(C(CCC2)O)=C1)C)C